methyl 1-(4-{4-[1-methyl-5-({[(1R)-1-phenylethoxy]carbonyl} amino)-1H-1,2,3-triazol-4-yl]piperidin-1-yl}phenyl)cyclopropane-1-carboxylate CN1N=NC(=C1NC(=O)O[C@H](C)C1=CC=CC=C1)C1CCN(CC1)C1=CC=C(C=C1)C1(CC1)C(=O)OC